C[C@H]1CN(C[C@@H](N1)C)[C@@H](C(=O)NC=1C=CC=C2C(=CNC12)C1=NC(=NC=C1C)NC1=C(C(=CC=C1)S(=O)(=O)C)F)C (R)-2-((3S,5S)-3,5-Dimethylpiperazin-1-yl)-N-(3-(2-((2-fluoro-3-(methylsulfonyl)phenyl)amino)-5-methylpyrimidin-4-yl)-1H-indol-7-yl)propanamid